((2-acetyl-4-fluorophenyl)amino)-4-chloro-5-fluoro-benzoic acid methyl ester COC(C1=C(C=C(C(=C1)F)Cl)NC1=C(C=C(C=C1)F)C(C)=O)=O